BrC=1C=C(C=C(C1)C(N)=O)[C@H](CC=C)NC(OC(C)(C)C)=O (S)-tert-butyl (1-(3-bromo-5-carbamoylphenyl)but-3-en-1-yl)carbamate